3,4-dichloro-5-hydroxy-1-(2-methyl-4-(piperazin-1-yl)benzyl)-1,5-dihydro-2H-pyrrol-2-one ClC=1C(N(C(C1Cl)O)CC1=C(C=C(C=C1)N1CCNCC1)C)=O